NC1=C(C=C(C=C1)Br)NCCN(CCOC1=C(C=NN1C1CC1)C1=CC(=CN(C1=O)C)C(=O)OC)CC(F)(F)F methyl 5-{5-[2-({2-[(2-amino-5-bromophenyl) amino] ethyl} (2,2,2-trifluoroethyl) amino) ethoxy]-1-cyclopropylpyrazol-4-yl}-1-methyl-6-oxopyridine-3-carboxylate